N1(CCC1)C1=NC(N(C2=CC(=CC=C12)Cl)C1=CC=CC=C1)=O 4-(Azetidin-1-yl)-7-chloro-1-phenylquinazolin-2(1H)-one